S1C(NCC1)S thiazolidine-thiol